C=1N=CN2C1C1=CC=CC=C1[C@H]2C2=C(C=CC=1CCCCC21)C(=O)NC ((S)-5H-imidazo[5,1-a]isoindol-5-yl)-N-methyl-5,6,7,8-tetrahydronaphthalene-2-carboxamide